3-amino-1-((4-(1-hydroxy-2,2-dimethylpropyl)-1H-benzo[d]imidazol-2-yl)methyl)pyridine-2(1H)-one NC=1C(N(C=CC1)CC1=NC2=C(N1)C=CC=C2C(C(C)(C)C)O)=O